2-(3,4-bis(benzyloxy)phenyl)-6-(3-(trifluoromethyl)phenyl)-4H-chromen-4-one C(C1=CC=CC=C1)OC=1C=C(C=CC1OCC1=CC=CC=C1)C=1OC2=CC=C(C=C2C(C1)=O)C1=CC(=CC=C1)C(F)(F)F